diglycerol monostearate C(CCCCCCCCCCCCCCCCC)(=O)O.OCC(O)CO.OCC(O)CO